(3R,4S)-3-(3-(2-(4-acetylaminophenyl)acetyl)-3H-imidazo[1,2-a]pyrrolo[2,3-e]pyrazine-8-yl)-4-ethyl-N-(2,2,2-trifluoroethyl)pyrrolidine-1-carboxamide C(C)(=O)NC1=CC=C(C=C1)CC(=O)N1C=CC2=C1N=CC=1N2C(=CN1)[C@H]1CN(C[C@H]1CC)C(=O)NCC(F)(F)F